C(C1=CC=CC=C1)OC1=C(C(=CC=C1)C)C1CCC(CC1)OCC1C(C(CN1C(=O)OC(C)(C)C)C(=O)OCC)=O 1-(tert-butyl) 3-ethyl 5-((((1s,4s)-4-(2-(benzyloxy)-6-methylphenyl)cyclohexyl)oxy)methyl)-4-oxopyrrolidine-1,3-dicarboxylate